tri-tert-butyl-aluminum C(C)(C)(C)[Al](C(C)(C)C)C(C)(C)C